2-(4-(4-methyl-4H-1,2,4-triazol-3-yl)piperidin-1-yl)-3-(pyridin-3-yl)benzenesulfonamide CN1C(=NN=C1)C1CCN(CC1)C1=C(C=CC=C1C=1C=NC=CC1)S(=O)(=O)N